ClC=1C=C(NCCN2C=COC3=C2C=CC=C3)C=CC1 N-(2-(3-chloroanilino)ethyl)-1,4-benzoxazine